methyl 2-(4-azaspiro[2.5]octan-7-yl)acetate C1CC12NCCC(C2)CC(=O)OC